tert-butyl (R)-4-(7-bromo-6-chloro-2-((1,1-dimethoxypropan-2-yl)oxy)-8-fluoroquinazolin-4-yl)piperazine-1-carboxylate BrC1=C(C=C2C(=NC(=NC2=C1F)O[C@@H](C(OC)OC)C)N1CCN(CC1)C(=O)OC(C)(C)C)Cl